(Z)-2-(2,6-Dioxopiperidin-3-yl)-5-(3-(3-(4-(4-(1-(4-hydroxyphenyl)-2-phenylbut-1-en-1-yl)phenoxy)butoxy)propoxy)propoxy)isoindolin-1,3-dion O=C1NC(CCC1N1C(C2=CC=C(C=C2C1=O)OCCCOCCCOCCCCOC1=CC=C(C=C1)\C(=C(\CC)/C1=CC=CC=C1)\C1=CC=C(C=C1)O)=O)=O